C1(CCCCCCCCCCCCCCCCCCCCCCCCCCCO1)=O montanlactone